2-(3,5-dibromophenyl)4-phenyl-6-(3-pyridyl)-1,3,5-triazine BrC=1C=C(C=C(C1)Br)C1=NC(=NC(=N1)C1=CC=CC=C1)C=1C=NC=CC1